6-bromo-3-(4-chlorophenyl)-2-[(5-chloropyridin-2-yl)methyl]-4-fluoro-3-[(1-hydroxycyclopropyl)methoxy]-2,3-dihydro-1H-isoindol-1-one BrC1=CC(=C2C(N(C(C2=C1)=O)CC1=NC=C(C=C1)Cl)(OCC1(CC1)O)C1=CC=C(C=C1)Cl)F